(R)-(5-(pyridin-2-yl)-1,3,4-oxadiazol-2-yl)(4-(6-(trifluoromethyl)pyrazolo[1,5-a]pyridin-2-yl)-6,7-dihydro-1H-imidazo[4,5-c]pyridin-5(4H)-yl)methanone N1=C(C=CC=C1)C1=NN=C(O1)C(=O)N1[C@H](C2=C(CC1)NC=N2)C2=NN1C(C=CC(=C1)C(F)(F)F)=C2